FC1=CC=C(OC2=CC(=NC=C2)C(=O)N[C@@H]2C(N(C3=C(OC2)C=CC(=C3)C#CC(CCNC)=C)C)=O)C=C1 (S)-4-(4-fluorophenoxy)-N-(5-methyl-7-(5-(methylamino)-3-methylenepent-1-yn-1-yl)-4-oxo-2,3,4,5-tetrahydrobenzo[b][1,4]oxazepin-3-yl)pyridineamide